FC=1C(=CC(=NC1)OC)C1=CC(=NN1)C(=O)N1C2(CC2)C[C@@H](CC1)C1(CCC(CC1)(C(F)(F)F)O)C(=O)N ((R)-4-(5-(5-fluoro-2-methoxypyridin-4-yl)-1H-pyrazole-3-carbonyl)-4-azaspiro[2.5]octan-7-yl)-4-hydroxy-4-(trifluoromethyl)cyclohexane-1-carboxamide